4,5-Diamino-1-(2-hydroxyethyl)-pyrazol NC=1C=NN(C1N)CCO